(7-Fluoro-8-((triisopropylsilyl)ethynyl)-3-((triisopropylsilyl)oxy)naphthalen-1-yl)boronic acid FC1=CC=C2C=C(C=C(C2=C1C#C[Si](C(C)C)(C(C)C)C(C)C)B(O)O)O[Si](C(C)C)(C(C)C)C(C)C